C(C)(C)(C)OC(=O)N1C[C@@H](N(CC1)C1=NC(=NC2=C(C(=C(C=C12)Cl)C1=NC(=CC(=C1C(F)(F)F)C)N(CC1=CC=C(C=C1)OC)CC1=CC=C(C=C1)OC)F)F)C (3S)-4-(7-(6-(bis(4-methoxybenzyl)amino)-4-methyl-3-(trifluoromethyl)pyridin-2-yl)-6-chloro-2,8-difluoroquinazolin-4-yl)-3-methylpiperazine-1-carboxylic acid tert-butyl ester